6-(4-(hydroxymethyl)-6'-methyl-[2,2'-bipyridin]-3-yl)imidazo[1,2-a]pyridine-3-carbonitrile OCC1=C(C(=NC=C1)C1=NC(=CC=C1)C)C=1C=CC=2N(C1)C(=CN2)C#N